ClC1=CC2=C(N=N1)N(C=C2)CC2(CCN(CC2)C)F 4-({3-Chloro-7H-pyrrolo[2,3-c]pyridazin-7-yl}methyl)-4-fluoro-1-methylpiperidine